N1(CCCC1)CCC1=C(C=O)C=CC=C1 (2-(pyrrolidin-1-yl)ethyl)benzaldehyde